methyl 3-(bromomethyl)-5-(difluoromethoxy)benzoate BrCC=1C=C(C(=O)OC)C=C(C1)OC(F)F